N-trifluoroacetyl-folate FC(C(=O)N([C@@H](CCC(=O)[O-])C(=O)O)C(=O)C1=CC=C(NCC2=CN=C3N=C(N)NC(=O)C3=N2)C=C1)(F)F